COC1=CC=C(C=C1)C1=NN(C(C=C1)=O)CC(=O)NCC1=NC=CN=C1 2-(3-(4-methoxyphenyl)-6-oxopyridazin-1(6H)-yl)-N-(pyrazin-2-ylmethyl)acetamide